4-amino-N-(1-methyl-1H-pyrazol-4-yl)-N-(4-(trifluoromethyl)benzyl)-1,3-dihydrofuro[3,4-c][1,7]naphthyridine-8-carboxamide 2,2,2-trifluoroacetate FC(C(=O)O)(F)F.NC1=NC=2C=NC(=CC2C2=C1COC2)C(=O)N(CC2=CC=C(C=C2)C(F)(F)F)C=2C=NN(C2)C